4-amino-N-(1,1-dimethyl-7-(1-methyl-1H-pyrazol-4-yl)isochroman-4-yl)-7-fluoro-N-methylimidazo[1,5-a]quinoxaline-8-carboxamide NC=1C=2N(C3=CC(=C(C=C3N1)F)C(=O)N(C)C1COC(C3=CC(=CC=C13)C=1C=NN(C1)C)(C)C)C=NC2